tert-butyl (R)-(1-(4-(3-fluoropyridin-4-yl)phenyl)-2-hydroxyethyl)carbamate FC=1C=NC=CC1C1=CC=C(C=C1)[C@H](CO)NC(OC(C)(C)C)=O